C(C)(C)(C)OC([C@H](CCN1CCC(CC1)O)NC(=O)[C@H]1N(CC2=CC=CC=C2C1)C(=O)OCC1C2=CC=CC=C2C=2C=CC=CC12)=O (S)-(9H-fluoren-9-yl)methyl 3-(((S)-1-(tert-butoxy)-4-(4-hydroxypiperidin-1-yl)-1-oxobutan-2-yl) carbamoyl)-3,4-dihydroisoquinoline-2(1H)-carboxylate